CC1=CC(CCC1)=NO 3-methylcyclohex-2-enone oxime